ClC=1C=C(C(=NC1)C=1CCOCC1)N1CCN(CC1)C(=O)OC(C)(C)C tert-butyl 4-[5-chloro-2-(3,6-dihydro-2H-pyran-4-yl)-3-pyridyl]piperazine-1-carboxylate